[(3R)-4-[(3-amino-3-oxopropyl)amino]-3-[3-(1H-indol-3-yl)propanoyloxy]-2,2-dimethyl-4-oxo-butyl] 3-(1H-indol-3-yl)propanoate N1C=C(C2=CC=CC=C12)CCC(=O)OCC([C@H](C(=O)NCCC(=O)N)OC(CCC1=CNC2=CC=CC=C12)=O)(C)C